(+/-)-N5-((1R,5S,6r)-3-Oxabicyclo[3.1.0]hexan-6-yl)-3-(1H-indol-4-yl)-N7-methyl-2,3-dihydrobenzofuran-5,7-dicarboxamid [C@H]12COC[C@@H]2C1NC(=O)C=1C=C(C2=C(C(CO2)C2=C3C=CNC3=CC=C2)C1)C(=O)NC